4-(1-cyclopropyl-1H-pyrazolo[4,3-b]pyridin-6-yl)-5-fluoro-N-(3-fluoro-4-(4-isopropylpiperazin-1-yl)phenyl)pyrimidin-2-amine C1(CC1)N1N=CC2=NC=C(C=C21)C2=NC(=NC=C2F)NC2=CC(=C(C=C2)N2CCN(CC2)C(C)C)F